CC(CC[Si](C1=CC=CC=C1)(C1=CC=CC=C1)C1=CC=CC=C1)=C (3-methyl-3-butenyl)(triphenyl)silane